6,6-dimethyl-4,5,6,7-tetrahydro-1H-indazole-3-carboxamide CC1(CCC=2C(=NNC2C1)C(=O)N)C